diisooctyl phosphate tetradecylamine salt C(CCCCCCCCCCCCC)N.P(=O)(OCCCCCC(C)C)(OCCCCCC(C)C)O